BrC=1C(=NN(C1)C=1SC(=C(N1)C1=CC=C(C=C1)C(F)(F)F)CC(C)C)C 4-bromo-1-(5-isobutyl-4-(4-(trifluoromethyl)phenyl)thiazol-2-yl)-3-methyl-1H-pyrazole